BrC=1C(=C(SC1)C(=O)O)OCC1=CC=C(C=C1)CN1CCOCC1 4-bromo-3-[4-(morpholinomethyl)benzyloxy]thiophene-2-carboxylic acid